trimesic bromide C(C1=CC(C(=O)Br)=CC(C(=O)Br)=C1)(=O)Br